FC1=CC=C(C=C1)C=1C=C2C(=NC=NC2=C(C1)OC)NC1CS(CC1)(=O)=O 3-((6-(4-Fluorophenyl)-8-methoxyquinazolin-4-yl)amino)tetrahydrothiophene 1,1-dioxide